4-bromo-1,2-bis(4-(tert-butyl)phenyl)-1H-pyrrole BrC=1C=C(N(C1)C1=CC=C(C=C1)C(C)(C)C)C1=CC=C(C=C1)C(C)(C)C